FC=1C=C(C(=O)O)C=CC1C1=NC2=CC=C3C(=C2C=2CCCCC12)C=NN3 3-Fluoro-4-(8,9,10,11-tetrahydro-3H-pyrazolo[4,3-a]phenanthridin-7-yl)benzoic acid